[6-[(2-tert-butylthiazol-5-yl)methyl]-2,6-diazaspiro[3.3]heptan-2-yl]-[6-(3-cyclopropyl-1H-1,2,4-triazol-5-yl)-2-azaspiro[3.3]heptan-2-yl]methanone C(C)(C)(C)C=1SC(=CN1)CN1CC2(CN(C2)C(=O)N2CC3(C2)CC(C3)C3=NC(=NN3)C3CC3)C1